ethyl 1-[7-(1-isopropyl-3-ethyl-1H-indazol-5-ylmethoxy)-2H-chromen-3-ylmethyl]-piperidine-4-carboxylate C(C)(C)N1N=C(C2=CC(=CC=C12)COC1=CC=C2C=C(COC2=C1)CN1CCC(CC1)C(=O)OCC)CC